1-(cyclododeca-1,4,8-trien-1-yl)ethan-1-one C1(=CCC=CCCC=CCCC1)C(C)=O